O1C(=CC=C1)CN1C(=C(C=C1C)C=O)C (furan-2-ylmethyl)-2,5-dimethyl-1H-pyrrole-3-carbaldehyde